8-chloro-2-(morpholin-4-yl)-4-(propan-2-yloxy)-1,7-naphthyridine ClC=1N=CC=C2C(=CC(=NC12)N1CCOCC1)OC(C)C